5-amino-7-fluoro-N-(3-(morpholinomethyl)benzyl)imidazo[1,2-c]quinazoline-2-carboxamide NC1=NC=2C(=CC=CC2C=2N1C=C(N2)C(=O)NCC2=CC(=CC=C2)CN2CCOCC2)F